6-Bromo-4-chloro-5-fluoro-7-methoxyquinoline-3-carboxylic acid ethyl ester C(C)OC(=O)C=1C=NC2=CC(=C(C(=C2C1Cl)F)Br)OC